cis-N-ethyl-2-(((cis-3-(4-methylphenyl)cyclobutyl)oxy)-methyl)-3-((methylsulfonyl)amino)piperidine-1-carboxamide C(C)NC(=O)N1[C@H]([C@H](CCC1)NS(=O)(=O)C)CO[C@@H]1C[C@@H](C1)C1=CC=C(C=C1)C